N-((R)-1-(2,4-dichlorophenyl)ethyl)-5-((R)-1-(2-methoxyethyl)-[3,4'-bipiperidin]-1'-yl)-[1,2,4]triazolo[1,5-a]pyrimidin-7-amine ClC1=C(C=CC(=C1)Cl)[C@@H](C)NC1=CC(=NC=2N1N=CN2)N2CCC(CC2)[C@@H]2CN(CCC2)CCOC